N1=C(C=C2N1CCCN2)C(=O)OCC ethyl 4,5,6,7-tetrahydropyrazolo[1,5-a]pyrimidine-2-carboxylate